2-(3-Amino-1-(1-(5-bromopyrimidin-2-yl)piperidin-4-yl)-1H-pyrazolo[4,3-c]pyridazin-6-yl)phenol NC1=NN(C2=C1N=NC(=C2)C2=C(C=CC=C2)O)C2CCN(CC2)C2=NC=C(C=N2)Br